C(=CC=CCCCCCCCCCC)O tetradecan-dien-1-ol